CN1C(=NC=C1C1=CC(=C(C=C1)NC=1N=CC2=C(N1)C(=NC(=C2)C)N2CCC(CC2)(C#N)C)OC)C 1-(2-((4-(1,2-dimethyl-1H-imidazol-5-yl)-2-methoxyphenyl)amino)-6-methylpyrido[3,4-d]pyrimidin-8-yl)-4-methylpiperidine-4-carbonitrile